4-METHYL-PIPERIDINE-2-CARBOXYLIC ACID CC1CC(NCC1)C(=O)O